C12(CC(C1)C2)NC(=O)C=2C=1C=CNC1C=CC2Br N-(1-bicyclo[1.1.1]pentanyl)-5-bromo-1H-indole-4-carboxamide